(R)-2-((1-(2-cyano-3-(diethylamino)-7-methylquinoxalin-5-yl)ethyl)amino)benzoic acid C(#N)C1=NC2=CC(=CC(=C2N=C1N(CC)CC)[C@@H](C)NC1=C(C(=O)O)C=CC=C1)C